8-bromo-2-iodo-6-methoxyimidazo[1,2-a]pyridine-3-carbaldehyde BrC=1C=2N(C=C(C1)OC)C(=C(N2)I)C=O